C(CCCCCCCCCCC)C(C(=O)OCCCCC(OC(NCCOCCN(C)C)=O)CCCCOC(C(CCCCCCCCCCCC)CCCCCCCCCCCC)=O)CCCCCCCCCCCC 11-{4-[(2-dodecyl-1-oxotetradecyl) oxy] butyl}-2-methyl-9-oxo-2,8-diaza-5,10-dioxapentadecan-15-yl 2-dodecyltetradecanoate